BrC1=C(C(=C(C(=O)OC)C=C1I)NC(CC(=O)OCC)=O)F methyl 4-bromo-2-(3-ethoxy-3-oxopropionylamino)-3-fluoro-5-iodobenzoate